(S)-N-(4-(1-(2-(cyanomethyl)-3-phenylpropenoyl)-3-methyl-1,2,3,6-tetrahydropyridin-4-yl)-1H-pyrrolo[2,3-b]pyridin-6-yl)cyclopropylcarboxamide C(#N)CC(C(=O)N1C[C@H](C(=CC1)C1=C2C(=NC(=C1)NC(=O)C1CC1)NC=C2)C)=CC2=CC=CC=C2